3-(8-((4-fluoro-1H-indol-5-yl)carbamoyl)-4H-thieno[3,2-c]chromen-7-yl)-6-(propylcarbamoyl)picolinic acid FC1=C2C=CNC2=CC=C1NC(=O)C1=CC=2C3=C(COC2C=C1C=1C(=NC(=CC1)C(NCCC)=O)C(=O)O)C=CS3